2-cyclopentyl-N-{[3-(methylsulfanyl)-1,2,4-triazin-6-yl]methyl}propenamide C1(CCCC1)C(C(=O)NCC1=CN=C(N=N1)SC)=C